C(=CC)N1CCN(CC1)C1=C(C(N(C2=NC(=C(C=C12)Cl)C1=C(C(=CC(=C1F)Cl)Cl)N)C=1C(=NC=NC1C(C)C)C(C)C)=O)C#N (4-propenylpiperazin-1-yl)-7-(2-amino-3,5-dichloro-6-fluorophenyl)-6-chloro-1-(4,6-diisopropylpyrimidin-5-yl)-2-oxo-1,2-dihydro-1,8-naphthyridine-3-carbonitrile